ClC1=NC=NC(=C1C)C(F)(F)F 4-Chloro-5-methyl-6-(trifluoromethyl)pyrimidine